FC=1C=C(C=C(C1O)F)C1=NC=2CCC(C(C2C=C1)=O)C 2-(3,5-difluoro-4-hydroxy-phenyl)-6-methyl-7,8-dihydro-6H-quinolin-5-one